ethyl 8-tert-butyl-2-methylimidazo[1,2-b]pyridazine-7-carboxylate C(C)(C)(C)C=1C=2N(N=CC1C(=O)OCC)C=C(N2)C